tert-butyl 8-bromo-4,4-dideutero-2H-1,3-benzoxazine-3-carboxylate BrC1=CC=CC=2C(N(COC21)C(=O)OC(C)(C)C)([2H])[2H]